C[Se](=O)(=O)C dimethyl selenone